perfluorooctyl-sulfonyl chloride FC(C(C(C(C(C(C(C(F)(F)F)(F)F)(F)F)(F)F)(F)F)(F)F)(F)F)(S(=O)(=O)Cl)F